[Br-].C(C)OC(CCC[P+](C1=CC=CC=C1)(C1=CC=CC=C1)C1=CC=CC=C1)=O (4-ethoxy-4-oxobutyl)(triphenyl)phosphonium bromide